ethyl 2-((2R,3S,4S,5R)-3-(3,4-difluoro-2-methoxyphenyl)-4,5-dimethyl-5-(trifluoromethyl)tetrahydrofuran-2-yl)-5-(dimethylamino)-6-methyl-4-oxo-1,4-dihydropyridine-3-carboxylate FC=1C(=C(C=CC1F)[C@H]1[C@@H](O[C@]([C@H]1C)(C(F)(F)F)C)C=1NC(=C(C(C1C(=O)OCC)=O)N(C)C)C)OC